N-(3-fluoro-5-(5-((1s,2r)-2-fluorocyclopropyl)-1,2,4-oxadiazol-3-yl)-2-methylphenyl)pyrazolo[1,5-a]pyridine-3-carboxamide FC=1C(=C(C=C(C1)C1=NOC(=N1)[C@H]1[C@@H](C1)F)NC(=O)C=1C=NN2C1C=CC=C2)C